4-(3-iodo-4-methoxyphenyl)furan-3-carboxylic acid IC=1C=C(C=CC1OC)C=1C(=COC1)C(=O)O